7-((2,4-difluorophenyl)(morpholino)methyl)-2-methylquinolin-8-ol FC1=C(C=CC(=C1)F)C(C1=CC=C2C=CC(=NC2=C1O)C)N1CCOCC1